7-chloro-6-fluoro-2,2-dimethyl-chroman-4-one ClC1=C(C=C2C(CC(OC2=C1)(C)C)=O)F